2-(3-(((4-(2-((6-(4H-1,2,4-triazol-4-yl)-1H-benzo[d][1,2,3]triazol-4-yl)oxy)ethoxy)butyl)amino)methyl)-5-(trifluoromethoxy)phenyl)acetonitrile N=1N=CN(C1)C=1C=C(C2=C(NN=N2)C1)OCCOCCCCNCC=1C=C(C=C(C1)OC(F)(F)F)CC#N